N-(4-(2,4-difluorophenoxy)-3-(4-oxo-3,4-dihydrothieno[3,2-d]pyrimidin-7-yl)phenyl)-4-methoxybenzenesulfonamide FC1=C(OC2=C(C=C(C=C2)NS(=O)(=O)C2=CC=C(C=C2)OC)C2=CSC3=C2N=CNC3=O)C=CC(=C1)F